(S)-1-(oxetan-2-ylmethyl)-1H-imidazole-5-carboxylic acid ethyl ester C(C)OC(=O)C1=CN=CN1C[C@H]1OCC1